1-(6-fluoro-4-hydroxy-3-methyl-2-(tetrahydro-2H-pyran-4-yl)quinolin-8-yl)ethan-1-one FC=1C=C2C(=C(C(=NC2=C(C1)C(C)=O)C1CCOCC1)C)O